C1=NC=C(C2=CC=CC=C12)N1C(N(C[C@H]1C#N)C1=CC(=NC=C1)C(F)(F)F)=O (S)-3-(isoquinolin-4-yl)-2-oxo-1-(2-(trifluoromethyl)pyridin-4-yl)imidazoline-4-carbonitrile